(2E)-N-(2-bromophenyl)-2-butenamide BrC1=C(C=CC=C1)NC(\C=C\C)=O